4-(4-(1-isopropyl-4-(trifluoromethyl)-1H-imidazol-2-yl)benzyl)-2-(1-isopropyl-4-methoxy-1H-pyrazol-5-yl)-6,7-dihydropyrazolo[1,5-a]pyrimidin-5(4H)-one C(C)(C)N1C(=NC(=C1)C(F)(F)F)C1=CC=C(CN2C=3N(CCC2=O)N=C(C3)C3=C(C=NN3C(C)C)OC)C=C1